10-((6-fluoro-4-oxoquinazolin-3(4H)-yl)methyl)-7-azaspiro[4.5]decane-7-carboxylate FC=1C=C2C(N(C=NC2=CC1)CC1CCN(CC12CCCC2)C(=O)[O-])=O